CC1=CN=CC=2NC(N=CC21)=O 5-methyl-2-oxo-1,2-dihydropyrido[3,4-d]pyrimidin